C1(CC1)C1C(N1CC)C(=O)[O-] 3-cyclopropyl-1-ethylaziridine-2-carboxylate